CN1C(C2=C(C(=C1)C1=CC=C3C=CN(C3=C1)CC1=CC=CC=C1)C=CN2)=O 6-methyl-4-(1-(1-phenylmethyl)-1H-indol-6-yl)-1,6-dihydro-7H-pyrrolo[2,3-c]pyridin-7-one